ClC1=CC(=C(C=C1OC)NC(=O)C1=CC2=CC=CC=C2C=C1O)OC N-(4-chloro-2,5-dimethoxyphenyl)-3-Hydroxy-2-naphthylcarboxamide